4-{3-methoxy-4-[(L-phenylalanyloxy)methyl]phenoxy}butyric acid COC=1C=C(OCCCC(=O)O)C=CC1COC([C@@H](N)CC1=CC=CC=C1)=O